5-(3-phenyl-1,2,4-oxadiazol-5-yl)-2-(prop-2-en-1-yl)-2H-1,2,3-benzotriazole C1(=CC=CC=C1)C1=NOC(=N1)C1=CC=2C(=NN(N2)CC=C)C=C1